ClCC1=CN=CN1C 5-(chloromethyl)-1-methyl-1H-imidazole